Cl.COC([C@@H](NC(=O)OC(C)(C)C)CCCCN)=O N-t-butoxycarbonyl-lysine methyl ester hydrochloride